(E)-2-methoxy-4-((8-methylnon-6-enoylamino)methyl)phenyldiethylglycine oxalate C(C(=O)O)(=O)O.COC1=C(C=CC(=C1)CNC(CCCC\C=C\C(C)C)=O)C(N(CC)CC)C(=O)O